CC1=CSC=2NC(N(C(C21)=O)NC(OCC(C)(C)C)=O)=O tertiary-butyl-methyl (5-methyl-2,4-dioxo-1,4-dihydrothieno[2,3-d]pyrimidin-3(2H)-yl)carbamate